N-(cyclopentylmethyl)-4-(2,3-difluoro-4-(1H-pyrazol-4-yl)phenyl)piperazine-1-carboxamide C1(CCCC1)CNC(=O)N1CCN(CC1)C1=C(C(=C(C=C1)C=1C=NNC1)F)F